OCC(CO)(CO)NCC(=O)O N-[2-hydroxy-1,1-bis(hydroxy-methyl)ethyl]glycine